4-(5,7-difluoro-2-(4-fluorophenyl)-1H-indol-3-yl)-N-methylbutanamide FC=1C=C2C(=C(NC2=C(C1)F)C1=CC=C(C=C1)F)CCCC(=O)NC